F[C@H]1[C@H](C1)C(=O)NC=1SC2=C(C=C(C=3N2N=CN3)C=3C=NC(=CC3C)C(CC)O)N1 (1R,2R)-2-fluoro-N-(5-(6-(1-hydroxypropyl)-4-methylpyridin-3-yl)thiazolo[4,5-e][1,2,4]triazolo[1,5-a]pyridin-2-yl)cyclopropane-1-carboxamide